C(CCC(=O)O)(=O)O.COC1C(=O)NC(C1)=O methoxysuccinimide succinate